acryloyloxy-3-methacryloyloxypropane C(C=C)(=O)OCCCOC(C(=C)C)=O